5-methyl-4-(1-aziridinyl)pyrrolo[2,1-f][1,2,4]triazine CC=1C=CN2N=CN=C(C21)N2CC2